acridane C1=CC=CC=2NC3=CC=CC=C3CC12